Cl.NCC(=O)OC methyl glycinate hydrogen chloride salt